FC(C1=CC=2C3=C(C=NC2C=C1)N=C(N3[C@H]3C[C@H](OCC3)C)CN3N=CC(=C3)OC)F 8-(Difluoromethyl)-2-[(4-methoxy-1H-pyrazol-1-yl)methyl]-1-[(2R,4R)-2-methyltetrahydro-2H-pyran-4-yl]-1H-imidazo[4,5-c]quinoline